1,3-bis(methacryloxy)-2-trimethylsiloxypropane C(C(=C)C)(=O)OCC(COC(C(=C)C)=O)O[Si](C)(C)C